2,7-dibromo-9-phenyl-9H-fluoren-9-ol BrC1=CC=2C(C3=CC(=CC=C3C2C=C1)Br)(O)C1=CC=CC=C1